C(C(C)C)[C@@H]1C(N2[C@@H](N(O1)C(\C=C\C1=NC=CC=C1)=O)CN(C([C@@H]2CC(C)C)=O)C2CCNCC2)=O (3R,6S,9aS)-3,6-diisobutyl-8-(piperidin-4-yl)-1-((E)-3-(pyridin-2-yl)acryloyl)tetrahydropyrazino[2,1-c][1,2,4]oxadiazine-4,7(3H,6H)-dione